ClC1=CC(=C(N=N1)S(=O)(=O)C1=CC(=CC=C1)C(F)(F)F)C(=O)NCC(F)(F)C1=C(C=C(C=C1)Cl)Cl 6-chloro-N-[2-(2,4-dichlorophenyl)-2,2-difluoroethyl]-3-{[3-(trifluoromethyl)phenyl]sulfonyl}pyridazine-4-carboxamide